di-n-butyltin dimalate C(C(O)CC(=O)[O-])(=O)[O-].C(C(O)CC(=O)[O-])(=O)[O-].C(CCC)[Sn+4]CCCC